4-[[2-benzyl-5-(4-chlorophenyl)-1,2,4-triazol-3-yl]methyl]benzohydroxamic acid C(C1=CC=CC=C1)N1N=C(N=C1CC1=CC=C(C(=O)NO)C=C1)C1=CC=C(C=C1)Cl